((4as,7ar)-1-methyl-octahydro-4aH-cyclopenta[b]pyridin-4a-yl)methanol CN1[C@H]2[C@@](CCC1)(CCC2)CO